naphtho[1,2-c]furane-1,3-dione C1(OC(C2=C1C1=CC=CC=C1C=C2)=O)=O